C(C)(C)OP(=O)(OC(C)C)OC=1C=C(C=C(C(=O)[O-])C1)C(=O)[O-] 5-((diisopropoxyphosphoryl)oxy)isophthalate